3-Noradamantyl-1,3-dipropylxanthine CCCN1C2=C(C(=O)N(C1=O)CCC)NC(=N2)C34CC5CC(C3)C(C5)C4